N1=CC=C(C=C1)CCO 2-(pyridin-4-yl)ethan-1-ol